C(C)(=O)NC=1S(C=CN1)CN1CCC(CC1)C(=O)OCC ethyl 1-((2-acetamidothiazol-S-yl)methyl)piperidine-4-carboxylate